OCCNC1=NC=CC(=N1)CN1C(C=C(C=C1)C1=NN(C2=NC=CN=C21)C2=CC=C(C=C2)C(F)(F)F)=O 1-((2-((2-hydroxyethyl)amino)pyrimidin-4-yl)methyl)-4-(1-(4-(trifluoromethyl)phenyl)-1H-pyrazolo[3,4-b]pyrazin-3-yl)pyridin-2(1H)-one